Methyl (R)-2-((tert-butoxycarbonyl)amino)-3-(1-(4-methoxybenzyl)-2-oxo-1,2-dihydro-1,6-naphthyridin-3-yl)propanoate C(C)(C)(C)OC(=O)N[C@@H](C(=O)OC)CC=1C(N(C2=CC=NC=C2C1)CC1=CC=C(C=C1)OC)=O